FC1=C(CCN2[C@@H](C[C@@](CC2)(C(=O)O)CC2=NC(=CC=C2F)NC2=NNC(=C2)C)C)C=CC=C1F (2R,4R)-1-(2,3-difluorophenethyl)-4-((3-fluoro-6-((5-methyl-1H-pyrazol-3-yl)amino)pyridin-2-yl)methyl)-2-methylpiperidine-4-carboxylic acid